6-Chloro-1-methyl-2-{5-[(2-pyrrolidin-1-yl-ethylamino)-methyl]-pyridin-3-yl}-1H-indole-3-carbonitrile ClC1=CC=C2C(=C(N(C2=C1)C)C=1C=NC=C(C1)CNCCN1CCCC1)C#N